ClC1=C(C(=CC=C1)Cl)COC=1C=NC(=NC1)N1CCN(CC1)C(=O)NC 4-{5-[(2,6-dichlorophenyl)methoxy]pyrimidin-2-yl}-N-methylpiperazine-1-carboxamide